3-(((3-chloro-5-(difluoromethyl)-1-ethyl-1H-pyrazol-4-yl)methyl)thio)-5-ethyl-5-methyl-4,5-dihydroisoxazole ClC1=NN(C(=C1CSC1=NOC(C1)(C)CC)C(F)F)CC